CC1=CC=C(CN2CC3=C(CC2)C(=C(S3)NC(=O)NCCCCN3CCCC3)C(=O)N)C=C1 6-(4-methylbenzyl)-2-{3-[4-(pyrrolidin-1-yl)butyl]ureido}-4,5,6,7-tetrahydrothieno[2,3-c]pyridine-3-carboxamide